FC=1C(=C(C=CC1F)[C@H]1[C@H](O[C@@]([C@H]1C)(C(F)(F)F)C)C(=O)NC1=CC(=NC=N1)C(=O)N)OC 6-[[(2S,3S,4S,5S)-3-(3,4-Difluoro-2-methoxy-phenyl)-4,5-dimethyl-5-(trifluoromethyl)tetrahydrofuran-2-carbonyl]amino]pyrimidin-4-carboxamid